(2S)-1-amino-1-oxopentan NC(CCCC)=O